C1(CCCC1)C1=CC(=NN1)NC1=NC(=NC=C1)N1C2CC(C1)(C2)COC N-(5-Cyclopentyl-1H-pyrazol-3-yl)-2-[4-(methoxymethyl)-2-azabicyclo[2.1.1]hexan-2-yl]pyrimidin-4-amine